N1C(NCC1)=O IMIDAZOLIDIN-2-ON